7-bromo-3-methyl-3,4-dihydronaphthalen-1(2H)-one BrC1=CC=C2CC(CC(C2=C1)=O)C